Bis(4-hydroxy-2,3,5-trimethylphenyl)-2-hydroxyphenylmethane OC1=C(C(=C(C=C1C)C(C1=C(C=CC=C1)O)C1=C(C(=C(C(=C1)C)O)C)C)C)C